COC1=CC2=C(C=3N=COC31)C=C(S2)C(CCC(=O)O)=O 4-(4-methoxythieno[2',3':5,6]benzo[1,2-d]oxazol-7-yl)-4-oxobutanoic acid